6-cyclopentyl-2-(4-((2,3-dihydrobenzo[b][1,4]dioxin-6-yl-2,2,3,3-d4)oxy)piperidin-1-yl)-3-methyl-6,7-dihydro-5H-pyrrolo[3,4-b]pyridin-5-one C1(CCCC1)N1CC2=NC(=C(C=C2C1=O)C)N1CCC(CC1)OC1=CC2=C(OC(C(O2)([2H])[2H])([2H])[2H])C=C1